C(C)N(C=1C2=C(N=CN1)N(C=C2)C[C@@H]2[C@H](CN(CC2)CC(=O)N)O)CC2=C(C=C(C=C2)C=2C=NN(C2)C)F |o1:13,14| rel-2-((3R,4R)-4-((4-(ethyl(2-fluoro-4-(1-methyl-1H-pyrazol-4-yl)benzyl)amino)-7H-pyrrolo[2,3-d]pyrimidin-7-yl)methyl)-3-hydroxypiperidin-1-yl)acetamide